CN(C/C=C/C(=O)N1CC2=C(C(C1)C1=C(C=CC=C1)C=1C(=NNC1)C(F)(F)F)C=C(S2)C#N)C (E)-6-(4-(Dimethylamino)but-2-enoyl)-4-(2-(3-(trifluoromethyl)-1H-pyrazol-4-yl)phenyl)-4,5,6,7-tetrahydrothieno[2,3-c]pyridine-2-carbonitrile